ClC=1C=C(C=CC1Cl)N(C1=CC(=C(C=C1C)N=CN(C)CC)C)C N'-{4-[(3,4-dichlorophenyl)(methyl)amino]-2,5-dimethylphenyl}-N-ethyl-N-methylimidoformamide